2-(3-Fluoro-6-(trifluoromethyl)pyridin-2-yl)-7-azaspiro[3.5]nonane FC=1C(=NC(=CC1)C(F)(F)F)C1CC2(C1)CCNCC2